Nε-2-azidoacetyllysine N(=[N+]=[N-])CC(=O)NCCCC[C@H](N)C(=O)O